Ethyl (E)-2-styrylthiazole-4-carboxylate C(=C\C1=CC=CC=C1)/C=1SC=C(N1)C(=O)OCC